2-chloro-4-((3-(4-(cyanomethoxy)-2,3-difluorophenyl)imidazo[1,2-a]pyrazin-8-yl)amino)-N-methyl-N-(3-((2-methyl-5,6-dioxo-1,2,5,6-tetrahydro-1,2,4-triazin-3-yl)thio)propyl)benzamide ClC1=C(C(=O)N(CCCSC=2N(NC(C(N2)=O)=O)C)C)C=CC(=C1)NC=1C=2N(C=CN1)C(=CN2)C2=C(C(=C(C=C2)OCC#N)F)F